C(C)OC(=O)C1=NOC(=C1O[Si](C)(C)C(C)(C)C)C(C)C.ClC1=C(C=CC(=C1)Cl)CN1C=C(C2=CC=CC=C12)C(=O)NC1=C(C=CC=C1F)F 1-[(2,4-dichlorophenyl)methyl]-N-(2,6-difluorophenyl)indole-3-carboxamide ethyl-4-[(tert-butyldimethylsilyl)oxy]-5-isopropyl-1,2-oxazole-3-carboxylate